6-(4-(5-((6-Bromo-3-oxoisobenzofuran-1(3H)-ylidene)methyl)-2-fluorobenzoyl)-3-methylpiperazin-1-yl)nicotinonitrile BrC1=CC=C2C(OC(C2=C1)=CC=1C=CC(=C(C(=O)N2C(CN(CC2)C2=NC=C(C#N)C=C2)C)C1)F)=O